2-cyano-7,8-dihydro-1,6-naphthyridine-6(5H)-carboxylate C(#N)C1=NC=2CCN(CC2C=C1)C(=O)[O-]